COC1=C2C(NC(=NC2=CC(=C1)OC)C1=CC=C(C=C1)N1CCC(CC1)N(C)CC=1C=C2CN(C(C2=CC1F)=O)C1C(NC(CC1)=O)=O)=O 3-(5-(((1-(4-(5,7-dimethoxy-4-oxo-3,4-dihydroquinazolin-2-yl)phenyl)piperidin-4-yl)(methyl)amino)methyl)-6-fluoro-1-oxoisoindolin-2-yl)piperidine-2,6-dione